C(=O)(OC(C)(C)C)N[C@H](C(=O)O)[C@H](CC)C (2s,3s)-2-(Boc-amino)-3-methylpentanoic acid